NC=1C=2N(C=CN1)C(=NC2C2=CC=C(C=C2)C(NC2=NC=CC=C2)=O)[C@H]2N(CCC2)C2CCN(CC2)C2CN(C2)C(=O)OC(C)(C)C tert-butyl 3-[4-[(2S)-2-[8-amino-1-[4-(2-pyridylcarbamoyl)phenyl]imidazo[1,5-a]pyrazin-3-yl]pyrrolidin-1-yl]-1-piperidyl]azetidine-1-carboxylate